NC1=CC=C2C(CC(C2=C1)(C1=CC=C(C=C1)N)CC)(C)C 6-amino-1-ethyl-3,3-dimethyl-1-(4-aminophenyl)-indane